C(#N)C1(CC1)C1=NC(=CC(=C1)C(=O)NC(C)C1=NC=CN=C1C1=NC=CC=N1)C(F)(F)F 2-(1-cyanocyclopropyl)-N-[1-(3-pyrimidin-2-ylpyrazin-2-yl)ethyl]-6-(trifluoromethyl)pyridine-4-carboxamide